3-[(2R)-2,3-dihydroxypropyl]-6-fluoro-5-(2-hydroxyethoxy)-imidazo[1,5-a]pyridine-6-carboxamide O[C@H](CC1=NC=C2N1C(C(C=C2)(C(=O)N)F)OCCO)CO